C(C)N1CC2(CN(C2)C=2C=CC(=NC2)C2=NNC(=C2CC(F)(F)F)C=2C=C(C=3N(C2)N=CN3)OC)C1 6-(3-(5-(6-ethyl-2,6-diazaspiro[3.3]heptan-2-yl)pyridin-2-yl)-4-(2,2,2-trifluoroethyl)-1H-pyrazol-5-yl)-8-methoxy-[1,2,4]triazolo[1,5-a]pyridine